4-[(1-pyrrolidinyl)carbonyl]-phenylboric acid N1(CCCC1)C(=O)C1=CC=C(C=C1)OB(O)O